N-(5-cyclopropyl-7-(difluoromethoxy)-1-(tetrahydro-2H-pyran-2-yl)-1H-indazol-3-yl)-4-fluorobenzamide C1(CC1)C=1C=C2C(=NN(C2=C(C1)OC(F)F)C1OCCCC1)NC(C1=CC=C(C=C1)F)=O